BrC=1C(=C(C#N)C(=C(C1)[N+](=O)[O-])O)OC1=C(C=CC=C1)C=C 3-bromo-6-hydroxy-5-nitro-2-(2-vinylphenoxy)benzonitrile